3,7-bis(diethylamino)-10-benzoylphenazine C(C)N(C=1C=CC=2N(C3=CC=C(C=C3NC2C1)N(CC)CC)C(C1=CC=CC=C1)=O)CC